Alpha-hydroxyisobutyric acid 2-methylbutyl ester CC(COC(C(C)(C)O)=O)CC